C=CCO propen-3-ol